ClC=1C(=NC(=NC1)N[C@H]1CN(CC1)C(=O)C1=CC(=C(C=C1)NC(C=C)=O)C)OC (R)-N-(4-(3-((5-chloro-4-methoxypyrimidin-2-yl)amino)pyrrolidine-1-carbonyl)-2-methylphenyl)acrylamide